C(C1=CC=CC=C1)OC(=O)N1C[C@@H]2CCC(C[C@@H]2C[C@H]1C(=O)O)(CCC=1N=NNN1)F (3S,4aS,8aR)-2-[(benzyloxy)carbonyl]-6-fluoro-6-[2-(2H-1,2,3,4-tetrazol-5-yl)ethyl]-decahydroisoquinoline-3-carboxylic acid